7-(3-(trifluoromethyl)-1H-pyrazol-4-yl)-3,8,9,10-tetrahydrocyclopenta[c]pyrazolo[4,3-f]quinoline FC(C1=NNC=C1C1=NC2=CC=C3C(=C2C2=C1CCC2)C=NN3)(F)F